Methyl 5-(methylamino)-6-(3-methylimidazo[4,5-c]pyridin-7-yl)-3-[4-(4-piperidyloxy)anilino]pyrazine-2-carboxylate CNC=1N=C(C(=NC1C=1C2=C(C=NC1)N(C=N2)C)C(=O)OC)NC2=CC=C(C=C2)OC2CCNCC2